(2-fluoro-4-(2-fluorophenoxy)phenyl)(4-(((3R,6S)-6-(hydroxymethyl)tetrahydro-2H-pyran-3-yl)amino)-5-(trifluoromethoxy)-1H-pyrrolo[2,3-b]pyridin-3-yl)methanone FC1=C(C=CC(=C1)OC1=C(C=CC=C1)F)C(=O)C1=CNC2=NC=C(C(=C21)N[C@H]2CO[C@@H](CC2)CO)OC(F)(F)F